C(C)(C)(C)C=1C=C(C=C(C(=O)O)C1)C(=O)O 5-tertbutyl-isophthalic acid